2-(2-fluorophenyl)-6-[(4-methylphenyl)sulfonyloxymethyl]-6,7-dihydro-5H-pyrazolo[5,1-b][1,3]oxazine-3-carboxylic acid ethyl ester C(C)OC(=O)C=1C(=NN2C1OCC(C2)COS(=O)(=O)C2=CC=C(C=C2)C)C2=C(C=CC=C2)F